hexadeca-1-en-7-ol C=CCCCCC(CCCCCCCCC)O